COC=1C=CC(=C2C=CC(=CC12)C(=O)OC)N1N=CC=C1 Methyl 8-methoxy-5-(1H-pyrazol-1-yl)-2-naphthoate